tert-Butyl (2S,4R)-2-((6-bromo-4-chloropyridin-2-yl)carbamoyl)-4-fluoropyrrolidine-1-carboxylate BrC1=CC(=CC(=N1)NC(=O)[C@H]1N(C[C@@H](C1)F)C(=O)OC(C)(C)C)Cl